(2R)-2-amino-3-methylbutane-1-ol N[C@@H](CO)C(C)C